6-benzyl-1-[2,4-bis(trifluoromethyl)phenyl]-5,6,7,8-tetrahydropyrido[3,4-d]pyridazine C(C1=CC=CC=C1)N1CC2=CN=NC(=C2CC1)C1=C(C=C(C=C1)C(F)(F)F)C(F)(F)F